CC=1N=C(C2=C(N1)N=CC(=C2)C2CCC1(CN(C1)C(C)=O)CC2)N[C@H](C)C2=C(C(=CC=C2)C(F)(F)F)C 1-{7-[2-methyl-4-({(1R)-1-[2-methyl-3-(trifluoromethyl)phenyl]ethyl}amino)pyrido[2,3-d]pyrimidin-6-yl]-2-azaspiro[3.5]nonan-2-yl}ethan-1-one